1-(6-(1H-imidazol-4-yl)pyridin-2-yl)-N,N-dimethylmethylamine N1C=NC(=C1)C1=CC=CC(=N1)CN(C)C